N-(4-((4-(ethoxymethyl)-4-phenethylpiperidin-1-yl)methyl)cyclohexyl)acetamide HCl Cl.C(C)OCC1(CCN(CC1)CC1CCC(CC1)NC(C)=O)CCC1=CC=CC=C1